(1R,3S,5R)-2-(2-(3-acetyl-5-(2-methylpyrimidin-5-yl)-1H-pyrazolo[3,4-c]pyridin-1-yl)acetyl)-N-(6-bromo-3-isobutylpyridin-2-yl)-5-methyl-2-azabicyclo[3.1.0]hexane-3-carboxamide C(C)(=O)C1=NN(C2=CN=C(C=C21)C=2C=NC(=NC2)C)CC(=O)N2[C@@H]1C[C@@]1(C[C@H]2C(=O)NC2=NC(=CC=C2CC(C)C)Br)C